3-({2-fluoro-3-[(methylsulfinyl)amino]phenyl}methyl)-4-methyl-7-(prop-2-en-1-yl)chromen-2-one Methyl-(1r,4r)-4-((3,5-Difluoro-4-formylphenoxy)methyl)cyclohexane-1-carboxylate COC(=O)C1CCC(CC1)COC1=CC(=C(C(=C1)F)C=O)F.FC1=C(C=CC=C1NS(=O)C)CC=1C(OC2=CC(=CC=C2C1C)CC=C)=O